C(C)(C)(C)OC(=O)N(CCOC1=C(SC(=C1)Cl)C(=O)OC)C Methyl 3-(2-((tert-butoxycarbonyl)(methyl)amino)ethoxy)-5-chlorothiophene-2-carboxylate